(-)-3-Hydroxy-4-(naphthalen-2-yl)dihydrofuran-2(3H)-one OC1C(OCC1C1=CC2=CC=CC=C2C=C1)=O